8-bromo-N-[(4-methoxyphenyl)methyl]-N-({1-[(4-methoxyphenyl)methyl]-1H-benzimidazol-2-yl}methyl)-2-(methylsulfanyl)pyrazolo[1,5-a][1,3,5]triazin-4-amine BrC=1C=NN2C1N=C(N=C2N(CC2=NC1=C(N2CC2=CC=C(C=C2)OC)C=CC=C1)CC1=CC=C(C=C1)OC)SC